OC(CNC(CCC(C(C(C(C(C(C(C(F)(F)F)(F)F)(F)F)(F)F)(F)F)(F)F)(F)F)(F)F)=O)CO N-(2,3-dihydroxypropyl)-4,4,5,5,6,6,7,7,8,8,9,9,10,10,11,11,11-heptadecafluoroundecanamide